C(CC=CCCCCC)OC(CCCCCCCNCCO)=O (Z)-8-((2-hydroxyethyl)amino)octanoic acid non-3-en-1-yl ester